3-Amino-7-bromo-4-(7-fluoro-1H-indazol-4-yl)-6-methyl-1H-1,5-naphthyridin-2-one NC=1C(NC2=CC(=C(N=C2C1C1=C2C=NNC2=C(C=C1)F)C)Br)=O